3-[([3,3'-bipyridyl]-5-yl)methoxy]-4-methylbenzoic acid N1=CC(=CC(=C1)COC=1C=C(C(=O)O)C=CC1C)C=1C=NC=CC1